keto-α-ketoglutarate O=C(C(C(=O)[O-])=O)CC(=O)[O-]